7-fluoro-5-[5-[2-(6-methoxy-3-pyridyl)ethynyl]-3,4-dihydro-2H-quinolin-1-yl]-1-methyl-[1,2,4]triazolo[4,3-a]quinazoline FC=1C=C2C(=NC=3N(C2=CC1)C(=NN3)C)N3CCCC1=C(C=CC=C31)C#CC=3C=NC(=CC3)OC